cyclohexyl (R)-3-(isoxazolidin-3-yl)benzoate O1N[C@H](CC1)C=1C=C(C(=O)OC2CCCCC2)C=CC1